C(#N)C1=NC(=NC(=C1)C)N1CCN(CC1)S(=O)(=O)C1=CC=C(C=C1)NC(=O)C=1C=C2NC(C(NC2=CC1)=O)=O N-(4-((4-(4-cyano-6-methylpyrimidin-2-yl)piperazin-1-yl)sulfonyl)phenyl)-2,3-dioxo-1,2,3,4-tetrahydroquinoxaline-6-carboxamide